6-chloro-3-[[(1R)-1-[3,6-dimethyl-4-oxo-2-[3-(trifluoromethyl)-1-bicyclo[1.1.1]pentanyl]chromen-8-yl]ethyl]amino]pyridine-2-carboxamide ClC1=CC=C(C(=N1)C(=O)N)N[C@H](C)C=1C=C(C=C2C(C(=C(OC12)C12CC(C1)(C2)C(F)(F)F)C)=O)C